O=CC[C@@H](C1=CC(=CC=C1)C(F)(F)F)NC(OCC1=CC=CC=C1)=O benzyl (S)-(3-oxo-1-(3-(trifluoromethyl)phenyl)propyl)carbamate